Cl.BrC=1C=CC=2N(C1)C=NC2N 6-bromoimidazo[1,5-a]pyridin-1-amine hydrochloride